4-([1,1'-biphenyl]-4-yl)-6-(2''-chloro-[1,1':2',1''-terphenyl]-3-yl)-2-phenylpyrimidine C1(=CC=C(C=C1)C1=NC(=NC(=C1)C=1C=C(C=CC1)C=1C(=CC=CC1)C1=C(C=CC=C1)Cl)C1=CC=CC=C1)C1=CC=CC=C1